di-sodium 4-nitrophenyl phosphate P(=O)(OC1=CC=C(C=C1)[N+](=O)[O-])([O-])[O-].[Na+].[Na+]